[K+].[Si]([O-])([O-])([O-])[O-].[K+].[K+].[K+] Silicate Potassium